(R)-1-(2-Chloropyrimidin-4-yl)piperidine-3-carboxylic acid ClC1=NC=CC(=N1)N1C[C@@H](CCC1)C(=O)O